C1(=CC=CC=C1)P(C1=C(C2=CC=CC=C2C=C1)C1=C(C=CC2=CC=CC=C12)P(C1=CC=CC=C1)C1=CC=CC=C1)C1=CC=CC=C1 2,2'-bis(diphenylphosphaneyl)-1,1'-binaphthalene